(4-amino-1,2,5-oxadiazol-3-yl)-2-(3-bromo-4-fluorophenyl)ethan-1-one NC=1C(=NON1)C(CC1=CC(=C(C=C1)F)Br)=O